3-((2-amino-9-((2R,3S,4S,5R)-4-fluoro-3-hydroxy-5-(hydroxymethyl)tetrahydrofuran-2-yl)-6,8-dioxo-1,6,8,9-tetrahydro-7H-purin-7-yl)methyl)benzonitrile NC=1NC(C=2N(C(N(C2N1)[C@@H]1O[C@@H]([C@H]([C@H]1O)F)CO)=O)CC=1C=C(C#N)C=CC1)=O